heptalenyl methacrylate C(C(=C)C)(=O)OC1=CC=CC=C2C=CC=CC=C12